N1(CCOCC1)C=1C(C(C=NC1)C(=O)N)=O 5-morpholin-4-yl-4-oxopyridine-3-carboxamide